C(C)(C)(C)OC(=O)N1CCC=2C=C(C(=NC2C1)OCC1=C(C=C(C=C1)Cl)F)C(=C)C ((4-chloro-2-fluorobenzyl)oxy)-3-(prop-1-en-2-yl)-5,8-dihydro-1,7-naphthyridine-7(6H)-carboxylic acid tert-butyl ester